[N+](=O)([O-])C1=CC=C(C=C1)CCC(=O)O Z-3-(4-nitrophenyl)propionic acid